O=C1NC(CCC1NC1=CC(=C(C=C1)C1CCN(CC1)C1CCN(CC1)C(=O)O[C@@H]1CC[C@H](CC1)NC1=NC=C(C(=N1)C1=CC(=CC=C1)N1CCCCC1)F)F)=O trans-4-((5-fluoro-4-(3-(piperidin-1-yl)phenyl)pyrimidin-2-yl)amino)cyclohexyl 4-(4-((2,6-dioxopiperidin-3-yl)amino)-2-fluorophenyl)-[1,4'-bipiperidine]-1'-carboxylate